C(C)(C)(C)OC(=O)N1C[C@@H](C(CC1)C1=CC(=C(C=C1)[N+](=O)[O-])C(=O)OCC)C (R)-4-(3-(ethoxycarbonyl)-4-nitrophenyl)-3-methylpiperidine-1-carboxylic acid tert-butyl ester